BrC=1C=C(C2=C(N3C(=N2)COCC3(C)C)C1)F 7-bromo-9-fluoro-4,4-dimethyl-3,4-dihydro-1H-[1,4]oxazino[4,3-a]benzimidazole